BrC1=C(C(=O)NC2=CC=C3C=NN(C3=C2)C=2C=NN(C2)C)C=C(C=C1)C#N 2-Bromo-5-cyano-N-(1-(1-methyl-1H-pyrazol-4-yl)-1H-indazol-6-yl)benzamide